C(#N)C1=C2C[C@@H](C(NC2=CC=C1)=O)[C@H](C)NCCC=1C(=CC(=C(C1)CC(=O)O)C)C |o1:5| 2-(5-(2-(((S)-1-((R or S)-5-cyano-2-oxo-1,2,3,4-tetrahydroquinolin-3-yl)ethyl)amino)ethyl)-2,4-dimethylphenyl)acetic acid